Gallium-Strontium [Sr].[Ga]